Sodium sulfite salt S(=O)([O-])[O-].[Na+].[Na+]